Cl.N1(CCNCC1)C(C)=S 1-(piperazin-1-yl)ethane-1-thione hydrochloride